(R)-tert-butyl 2-(((tert-butoxycarbonyl)oxy)methyl)-6-chloro-2H-benzo[b][1,4]oxazine-4(3H)-carboxylate C(C)(C)(C)OC(=O)OC[C@H]1CN(C2=C(O1)C=CC(=C2)Cl)C(=O)OC(C)(C)C